2-(1-methylpropyl)-propionic acid CC(CC)C(C(=O)O)C